4-(2-dimethylamino-ethoxy)-N-[8-(6-oxo-1,6-dihydro-pyridin-2-yl)-2,3-dihydro-benzo[1,4]dioxin-2-ylmethyl]-benzamide CN(CCOC1=CC=C(C(=O)NCC2COC3=C(O2)C(=CC=C3)C=3NC(C=CC3)=O)C=C1)C